C(C)(C)(C)C1=CC(=C(N1CCO)C1=NC=CC=C1OC(F)(F)F)C(=O)O 5-tert-butyl-1-(2-hydroxyethyl)-2-(3-(trifluoromethoxy)pyridin-2-yl)-1H-pyrrole-3-carboxylic acid